ClC=1C=C(C(=O)NC2CCS(CC2)(=O)=O)C=C(C1)N1C=CC=2C1=NC=C(C2)C(=O)N2CCC(CC2)(F)F 3-chloro-5-(5-(4,4-difluoropiperidin-1-carbonyl)-1H-pyrrolo[2,3-b]pyridin-1-yl)-N-(1,1-dioxotetrahydro-2H-thiopyran-4-yl)benzamide